5-amino-1-[[3,5-dichloro-4-(4-chlorobenzoyl)-phenyl]methyl]-1H-1,2,3-triazole-4-carboxamide NC1=C(N=NN1CC1=CC(=C(C(=C1)Cl)C(C1=CC=C(C=C1)Cl)=O)Cl)C(=O)N